isoindolin-2-yl(1-(4-(1-(tetrahydro-2H-pyran-2-yl)-1H-pyrazol-4-yl)phenyl)piperidin-4-yl)methanone C1N(CC2=CC=CC=C12)C(=O)C1CCN(CC1)C1=CC=C(C=C1)C=1C=NN(C1)C1OCCCC1